6-(3-(1,1-difluoroethyl)phenyl)-2-azaspiro[3.4]Oct-5-ene FC(C)(F)C=1C=C(C=CC1)C1=CC2(CNC2)CC1